3-(3,3-difluoropropyl)-5-(4-fluorophenyl)-8-methoxy-2,3-dimethyl-7-(trifluoromethyl)-2,3,4,5-tetrahydrobenzo[f][1,2,5]thiadiazepine 1,1-dioxide FC(CCC1(N(S(C2=C(N(C1)C1=CC=C(C=C1)F)C=C(C(=C2)OC)C(F)(F)F)(=O)=O)C)C)F